[Si](C)(C)(C(C)(C)C)OCC=1C=NN(C1)S(=O)(=O)C 4-({[tert-butyl(dimethyl)silyl]oxy}methyl)-1-(methanesulfonyl)-1H-pyrazole